OCC1=CC=C(C=C1)B(O)O 4-(hydroxy-methyl)phenyl-boronic acid